BrC1=CC(=C(O[C@H](C(=O)O)CCl)C=C1)C(CC)(F)F (2R)-2-[4-bromo-2-(1,1-difluoropropyl)phenoxy]-3-chloropropionic acid